5-(2-(piperidin-1-yl)ethoxy)-2-(pyridin-2-yl)pyrimidine N1(CCCCC1)CCOC=1C=NC(=NC1)C1=NC=CC=C1